N-[(2R)-1,4-dioxan-2-ylmethyl]-2'-[(2S)-1,4-dioxan-2-ylmethyl]-8'-methyl-2',5'-dihydrospiro[cyclopropane-1,4'-furo[2,3-g]indazole]-7'-carboxamide O1[C@@H](COCC1)CNC(=O)C1=C(C2=C(CC3(C4=CN(N=C24)C[C@@H]2OCCOC2)CC3)O1)C